ClC1=C(C=CC=C1)C1C(NC(C1C1=C(C=CC(=C1)OC)F)CC(C)(C)C)C(=O)O 3-(2-chlorophenyl)-4-(5-methoxy-2-fluorophenyl)-5-neopentylpyrrolidine-2-carboxylic acid